4-hydroxy-1-[3-(propan-2-yl)-2,3,4,5-tetrahydro-1H-[1,4]diazepino[1,7-a]indol-9-yl]pyridine-2(1H)-one OC1=CC(N(C=C1)C1=CC=2C=C3N(C2C=C1)CCN(CC3)C(C)C)=O